Cl.FC1(CCNCCC1)F 4,4-difluoroazepane hydrochloride